ClC1=CC2=C(C=N1)C(=NN2CC(F)(F)F)NC2=NC=C(C=C2)F 6-chloro-N-(5-fluoropyridin-2-yl)-1-(2,2,2-trifluoroethyl)-1H-pyrazolo[4,3-c]pyridin-3-amine